P(=O)(O)(O)C(CC(=O)[O-])(CCC(=O)[O-])C(=O)[O-].[Ca+2].P(=O)(O)(O)C(CC(=O)[O-])(CCC(=O)[O-])C(=O)[O-].[Ca+2].[Ca+2] calcium 2-phosphonobutane-1,2,4-tricarboxylate